(S)-3-(6-fluoro-2',6'-dimethylbiphenyl-3-yl)-3-(3-(4-hydroxy-1,6-dimethyl-2-oxo-1,2-dihydropyridin-3-yl)ureido)propanoic acid FC1=CC=C(C=C1C1=C(C=CC=C1C)C)[C@H](CC(=O)O)NC(=O)NC=1C(N(C(=CC1O)C)C)=O